(1R*,3S*)-1-(3-(5-(dimethylamino)pyrimidin-2-yl)benzyl)-N-methoxy-N-methyl-3-(methylsulfonamido)cyclopentane-1-carboxamide CN(C=1C=NC(=NC1)C=1C=C(C[C@]2(C[C@H](CC2)NS(=O)(=O)C)C(=O)N(C)OC)C=CC1)C |o1:12,14|